8-(6-amino-5-((2-amino-3-chloropyridin-4-yl) sulfanyl)-3-bromopyrazin-2-yl)-8-azaspiro[4.5]Decan-1-ylcarbamate NC1=C(N=C(C(=N1)N1CCC2(CCCC2NC([O-])=O)CC1)Br)SC1=C(C(=NC=C1)N)Cl